OCCN1N=CC(=C1)NC1=NC=C2C(=N1)N(C(N(C2)C2CN(C1=CC=CC=C21)C#N)=O)C 3-[7-[[1-(2-hydroxyethyl)pyrazol-4-yl]amino]-1-methyl-2-oxo-4H-pyrimido[4,5-d]pyrimidin-3-yl]indoline-1-carbonitrile